N-(3-(3,4-difluoro-phenoxy)-2,3-dihydro-1H-inden-5-yl)acrylamide FC=1C=C(OC2CCC3=CC=C(C=C23)NC(C=C)=O)C=CC1F